(2-(6-azaspiro[2.5]octan-6-yl)-4-{[(2-hydroxyethyl)sulfonyl]amino}phenyl)-N-[8-(4,4-difluoropiperidinyl)-2-(trifluoromethyl)(6-quinolyl)]carboxamide C1CC12CCN(CC2)C2=C(C=CC(=C2)NS(=O)(=O)CCO)C(=O)NC=2C=C1C=CC(=NC1=C(C2)N2CCC(CC2)(F)F)C(F)(F)F